NC1=NC=NN2C1=CC=C2C2C(C(C(O2)C#N)C(C(=O)[O-])(C)C)C(C(=O)[O-])(C)C 5-(4-aminopyrrolo[2,1-f][1,2,4]Triazin-7-yl)-2-cyanotetrahydrofuran-3,4-diylbis(2-methylpropionate)